1-(4-((2,4-Di-tert-butylbenzyl)oxy)benzyl)-1H-imidazole C(C)(C)(C)C1=C(COC2=CC=C(CN3C=NC=C3)C=C2)C=CC(=C1)C(C)(C)C